C(#N)C1=CC(=C(CN2N=CC(=C2)CNC(OC(C)(C)C)=O)C=C1F)OC tert-Butyl ((1-(4-cyano-5-fluoro-2-methoxybenzyl)-1H-pyrazol-4-yl)methyl)carbamate